ClC1=C(C=C(C=C1)S(=O)(=O)CC(=O)N)COC1(CC1)C=1C=NC=CC1C1=C(C=CC=C1)OC1CC1 (4-chloro-3-((1-(4-(2-cyclopropoxyphenyl)pyridin-3-yl)cyclopropoxy)methyl)phenyl)sulfonylacetamide